CCCCC/C=C\C/C=C\CCCCCCCCCC(=O)OC[C@H](COP(=O)([O-])OCC[N+](C)(C)C)OC(=O)CCCCCCC/C=C\C/C=C\CCCCC 1-(11Z,14Z-eicosadienoyl)-2-(9Z,12Z-octadecadienoyl)-glycero-3-phosphocholine